C1C(CCC12CCNCC2)C(=O)N 8-azaspiro[4.5]decane-2-carboxamide